[Si](C1=CC=CC=C1)(C1=CC=CC=C1)(C(C)(C)C)OC1=CC(=C(C(=C1)F)[C@H]1N([C@@H](CC2=CC(=CC=C12)C=1C=NN(C1)CC)C)CC(C)(C)F)F (1S,3R)-1-(4-((tert-butyldiphenylsilyl)oxy)-2,6-difluorophenyl)-6-(1-ethyl-1H-pyrazol-4-yl)-2-(2-fluoro-2-methylpropyl)-3-methyl-1,2,3,4-tetrahydroisoquinoline